2-(5-chloro-4'-phenyl-[1,1':3',1''-terphenyl]-3-yl)-4,6-diphenyl-1,3,5-triazine ClC=1C=C(C=C(C1)C1=CC(=C(C=C1)C1=CC=CC=C1)C1=CC=CC=C1)C1=NC(=NC(=N1)C1=CC=CC=C1)C1=CC=CC=C1